(S)-2-(3-(1,1,2-trifluoro-1-(4-methyl-4H-1,2,4-triazol-3-yl)propan-2-yl)phenyl)-4-(trifluoromethyl)-6-vinylisoindolin-1-one FC([C@@](C)(F)C=1C=C(C=CC1)N1C(C2=CC(=CC(=C2C1)C(F)(F)F)C=C)=O)(C1=NN=CN1C)F